C[C@H]1CC[C@H]2[C@H]([C@@H]1O)C=C([C@H]\\3[C@@]2(C(=O)O[C@@H](CCC/C=C(/[C@@H]([C@H](/C=C/C=C3)C)O)\\C(=O)O)C)C)C The molecule is a 16-membered macrolide which exhibits strong and specific antimicrobial activities against rapid-growing Mycobacteria including drug-resistant strains. It is isolated from the culture broth of Nocardia sp.MK703-102F1 It has a role as a metabolite, an antimicrobial agent and an antitubercular agent. It is a macrolide, a monocarboxylic acid and a secondary alcohol.